3-({[3-(diethylamino)propyl]amino}methyl)-1-({3,4-difluoro-2-[(2-fluoro-4-iodophenyl)amino]phenyl}carbonyl)azetidin-3-ol acetate salt C(C)(=O)O.C(C)N(CCCNCC1(CN(C1)C(=O)C1=C(C(=C(C=C1)F)F)NC1=C(C=C(C=C1)I)F)O)CC